NC1=CC=C(C=C1)CCN1C(OCC1=O)C1=NN(C=C1C1=CC=C(C=C1)F)C1=CC(=CC(=C1)F)F 3-(4-aminophenyl-ethyl)-2-(1-(3,5-difluorophenyl)-4-(4-fluorophenyl)-1H-pyrazol-3-yl)oxazolidin-4-one